N-tetradecyl-2-ethyl-3,6-dihydroxypyridin-4-one C(CCCCCCCCCCCCC)N1C(=C(C(C=C1O)=O)O)CC